(R)-8-((4-methoxyphenyl)sulfonyl)-3-(2-(4-(p-tolyl)piperazin-1-yl)ethyl)-2-oxa-8-azaspiro[4.5]decan-1-one COC1=CC=C(C=C1)S(=O)(=O)N1CCC2(C[C@@H](OC2=O)CCN2CCN(CC2)C2=CC=C(C=C2)C)CC1